ClC1=C(C(=O)N2COC3=C(C2)C=CN=C3C3=CC(=C(C(=O)O)C=C3)N3CCOCC3)C(=CC(=C1)C=1C=NN(C1)C)Cl 4-[3-[2,6-dichloro-4-(1-methylpyrazol-4-yl)benzoyl]-2,4-dihydropyrido[4,3-e][1,3]oxazin-8-yl]-2-morpholin-4-ylbenzoic acid